C(C)(=O)N1C2(C3C(C(C1)CC2CN3CC(C)C)CC3=CC=CC=C3)C(=O)NCC3=CC=CC=C3 4-acetyl-N,7-dibenzyl-1-isobutyloctahydro-3aH-3,6-methanopyrrolo[3,2-b]pyridine-3a-carboxamide